C(C)(C)(C)OC(=O)N1C(CCC1)C=1C=C(C=C2CCN(CC12)C)C=1C=NC(=C(C1)C=1C=NN(C1)C)N 2-(6-(6-amino-5-(1-methyl-1H-pyrazol-4-yl)pyridin-3-yl)-2-methyl-1,2,3,4-Tetrahydroisoquinolin-8-yl)pyrrolidine-1-carboxylic acid tert-butyl ester